OC1(CC1)C(=O)NC 1-hydroxy-N-methyl-cyclopropanecarboxamide